methyl 6-(1-(4-fluorophenyl)vinyl)-3-(methoxymethyl)-5-((2-(pyrrolidin-1-yl)ethyl)amino)pyrazine-2-carboxylate FC1=CC=C(C=C1)C(=C)C1=C(N=C(C(=N1)C(=O)OC)COC)NCCN1CCCC1